C(#N)OC1=CC2=CC=CC=C2C=C1OC#N 2,3-dicyanooxynaphthalene